C(#N)C1=CC=C(C=C1)C1=CC(=CC=C1OCC=1C=NC=CC1)C(=O)N1C[C@H](CCC1)NC(OC(C)(C)C)=O (S)-tert-butyl (1-(4'-cyano-6-(pyridin-3-ylmethoxy)-[1,1'-biphenyl]-3-carbonyl)piperidin-3-yl)carbamate